[Na+].OC=1C=C(C(=O)[O-])C=CC1 meta-hydroxybenzoate sodium